FC=1C=C2C(=NN(C2=C(C1C1CCN(CC1)C[C@H]1[C@H](CNCC1)C)F)C)C1C(NC(CC1)=O)=O 3-[5,7-difluoro-1-methyl-6-[1-[[(3R,4R)-3-methyl-4-piperidyl]methyl]-4-piperidyl]indazol-3-yl]piperidine-2,6-dione